benzazolocarbazole C1=CC=CC=2C1=C1C(=CC=C3C=4C=CC=CC4N=C13)N2